5-methoxy-3-methylimidazo[1,2-a]Pyridine-7-carboxylic acid methyl ester COC(=O)C1=CC=2N(C(=C1)OC)C(=CN2)C